The molecule is a member of the class of ureas that is urea substituted by an aminomethyl group at the nitrogen atom. It is a conjugate base of a N-(ammoniomethyl)urea. C(N)NC(=O)N